The molecule is a leukotriene composed of (6Z,8E,10E,14Z)-icosatetraenoic acid having (5S)- and (12R)-hydroxy substituents. It has a role as a human metabolite and a mouse metabolite. It is a dihydroxy monocarboxylic acid, a leukotriene, a long-chain fatty acid and a hydroxy polyunsaturated fatty acid. It derives from an icosa-6,8,10,14-tetraenoic acid. It is a conjugate acid of a leukotriene B4(1-). CCCCC/C=C\\C[C@H](/C=C/C=C/C=C\\[C@H](CCCC(=O)O)O)O